C[C@@H]1CC=2C(=NC3=CC(=CC=C3C2)CC[C@@H]2S[C@H]([C@@H]([C@@H]2O)O)N2C=CC3=C2N=CN=C3C)N1 (2S,3S,4R,5R)-2-(2-((R)-2-Methyl-2,3-dihydro-1H-pyrrolo[2,3-b]chinolin-7-yl)ethyl)-5-(4-methyl-7H-pyrrolo[2,3-d]pyrimidin-7-yl)tetrahydrothiophen-3,4-diol